C(C)(CC)N(C(C)CC)[SiH](F)F di-sec-butylaminodifluorosilane